C(C=1C(=CC=CC1)C(=O)[O-])(C(=O)OC)(C(=O)OC)C(=O)[O-] dimethyl toluenetetracarboxylate